COC(=O)C=1C=CC(=NC1)C(=O)N1CC(N(CC1)C(=O)OC(C)(C)C)(C)C tert-butyl 4-(5-(methoxycarbonyl)picolinoyl)-2,2-dimethylpiperazine-1-carboxylate